3-((4-hydroxyphenyl)amino)propanoic acid OC1=CC=C(C=C1)NCCC(=O)O